CNC(=O)C=1SC=2N=C(N=C(C2N1)N1CCOCC1)N/N=C/C=1C=C(C=CC1)C N-methyl-7-morpholino-5-[(2E)-2-(m-tolylmethylene)hydrazino]thiazolo[5,4-d]pyrimidine-2-carboxamide